1-(cyclopropylmethyl)-3-fluoro-6-bromo-1H-indazole C1(CC1)CN1N=C(C2=CC=C(C=C12)Br)F